tert-butyl 4-[(R)-[4-bromo-5-chloro-2-(prop-2-en-1-yloxy)phenyl]([[(S)-2-methylpropane-2-sulfinyl]amino])methyl]piperidine-1-carboxylate BrC1=CC(=C(C=C1Cl)[C@@H](C1CCN(CC1)C(=O)OC(C)(C)C)N[S@@](=O)C(C)(C)C)OCC=C